[Si](C)(C)(C(C)(C)C)OCC1=CC=C(C=C1)N1C(=NC=2C1=NC(=CC2)C=2C=NC(=CC2)OC2CC2)C=2C(=NC=CC2)N 3-(3-(4-(((tert-butyldimethylsilyl)oxy)methyl)phenyl)-5-(6-cyclopropoxypyridin-3-yl)-3H-imidazo[4,5-b]pyridin-2-yl)pyridin-2-amine